Methyl-2-(3-ethoxy-2-fluorophenyl)-5-[1-(phenylsulfonyl)-1H-pyrrolo[2,3-b]pyridin-4-yl]-1H-pyrrole-3-carboxylate COC(=O)C1=C(NC(=C1)C1=C2C(=NC=C1)N(C=C2)S(=O)(=O)C2=CC=CC=C2)C2=C(C(=CC=C2)OCC)F